C(C)P([O-])=O.[Fe+3].C(C)P([O-])=O.C(C)P([O-])=O ferric (ethyl)phosphinate